7-(((S)-1-((2S,4R)-4-hydroxy-2-(((S)-1-(4-(4-methylthiazol-5-yl)phenyl)ethyl)carbamoyl)pyrrolidin-1-yl)-3,3-dimethyl-1-oxobutan-2-yl)amino)-7-oxoheptanoic acid O[C@@H]1C[C@H](N(C1)C([C@H](C(C)(C)C)NC(CCCCCC(=O)O)=O)=O)C(N[C@@H](C)C1=CC=C(C=C1)C1=C(N=CS1)C)=O